FC(C(=O)O)(F)F.FC(C(=O)O)(F)F.FC(C(=O)O)(F)F.FC(C(=O)O)(F)F.C1(=CC=CC2=CC=CC=C12)CC(=O)N naphthyl-ethanamide tetrakis(trifluoroacetate)